1-(((trimethylsilyl)oxy)cyclopropyl)benzoic acid C[Si](OC1(CC1)C1(C(=O)O)CC=CC=C1)(C)C